C(C)(C)(C)OC(=O)N1C[C@@H](N(CC1)C=1C2=C(N=CN1)N(C=C2C2=C(C=CC=C2)F)C2=NC=CC(=C2)C#N)C.C(=O)(C=C)S(=O)(=O)O acryl-sulfonate tert-butyl-(S)-4-(7-(4-cyanopyridin-2-yl)-5-(2-fluorophenyl)-7H-pyrrolo[2,3-d]pyrimidin-4-yl)-3-methylpiperazine-1-carboxylate